FC=1N=C(SC1CN1C[C@]2(C[C@@H]1C)CC=1C(=CN=C(C1)NC(C)C)O2)NC(C)=O N-(4-Fluoro-5-(((2R,5'S)-5-(isopropylamino)-5'-methyl-3H-spiro[furo[2,3-c]pyridine-2,3'-pyrrolidin]-1'-yl)methyl)thiazol-2-yl)acetamide